C(C)(C)(C)OC(=O)N1[C@@H](C[C@H](C1)F)[C@@H](CC1=NC(=CC=C1)Br)O (2S,4R)-2-((R)-2-(6-bromopyridin-2-yl)-1-hydroxyethyl)-4-fluoropyrrolidine-1-carboxylic acid tert-butyl ester